2-(3-Chlorophenyl)-3-(3,4-dichlorophenyl)thiazolidin-4-one ClC=1C=C(C=CC1)C1SCC(N1C1=CC(=C(C=C1)Cl)Cl)=O